(R)-2-(5-(6-chloro-7-fluoro-5-methoxy-1-methyl-3-(1H-pyrazol-4-yl)-1H-indol-2-yl)-4H-1,2,4-triazol-3-yl)-2-methoxy-N,N-dimethylethan-1-amine ClC1=C(C=C2C(=C(N(C2=C1F)C)C=1NC(=NN1)[C@@H](CN(C)C)OC)C=1C=NNC1)OC